C([C@@H]([C@@H]1C(=C(C(=O)O1)O)O)O)O.OP(=O)(O)O ascorbyl phosphate